N-(2-amino-5-chloro-4-fluorophenyl)-N-methyl-methanesulfonamide NC1=C(C=C(C(=C1)F)Cl)N(S(=O)(=O)C)C